BrC=1C=C2CN(CC2=CC1)C([C@@H](CC)C1=CC=CC=C1)=O (S)-1-(5-Bromoisoindolin-2-yl)-2-phenylbutan-1-one